N[C@H](C(=O)N1[C@@H]([C@H]2C([C@H]2C1)(C)C)C(=O)N[C@@H](C[C@H]1C(NC(C1)(C)C)=O)C#N)[C@@H](C)OCC(F)(F)F (1R,2S,5S)-3-[(2S,3R)-2-amino-3-(2,2,2-trifluoroethoxy)butanoyl]-N-[(1S)-1-cyano-2-[(3R)-5,5-dimethyl-2-oxopyrrolidin-3-yl]ethyl]-6,6-dimethyl-3-azabicyclo[3.1.0]hexane-2-carboxamide